C(=C)(C)[C@@H](CC[C@@H](CCO)C)CCC=C (3S,6R)-6-isopropenyl-3-methyl-9-decenol